ClC1=CC=C(C(=N1)S(=O)(=O)N)O[C@H](C)C=1C=C(C=C2C(C(=C(OC12)C1=CC=C2C(=N1)SC=N2)C)=O)C 6-Chloro-3-[(1R)-1-(3,6-dimethyl-4-oxo-2-thiazolo[5,4-b]pyridin-5-yl-chromen-8-yl)ethoxy]pyridine-2-sulfonamide